2,4-dimethylthiophene carbamate C(N)(O)=O.CC=1SC=C(C1)C